The molecule is an azetidinecarboxylic acid that is the parent of the class of mugineic acids. It is a conjugate acid of a mugineate(2-) and a mugineate(1-). C1CN([C@@H]1C(=O)O)C[C@@H]([C@@H](C(=O)O)NCC[C@@H](C(=O)O)O)O